trans-N1-(5-(imidazo[1,2-a]pyrimidin-6-yl)pyrrolo[2,1-f][1,2,4]triazin-2-yl)-N3,N3-dimethylcyclobutane-1,3-diamine N=1C=CN2C1N=CC(=C2)C=2C=CN1N=C(N=CC12)N[C@@H]1C[C@H](C1)N(C)C